3-[(6R,8aS)-2-(4-chloro-2-cyano-phenyl)-6-ethyl-3-oxo-5,6,8,8a-tetrahydro-1H-imidazo[1,5-a]pyrazin-7-yl]-6-(2-ethoxy-3-pyridyl)pyridine-2-carboxylic acid ClC1=CC(=C(C=C1)N1C(N2[C@@H](CN([C@@H](C2)CC)C=2C(=NC(=CC2)C=2C(=NC=CC2)OCC)C(=O)O)C1)=O)C#N